ClC1=CC(=CC2=C(N(CN=C12)C#N)NCC(C)(C)C)N[C@@H](C1=C2CN(CC2=CC=C1)C1COC1)C=1N=NN(C1)C1CC1 (S)-8-chloro-6-(((1-cyclopropyl-1H-1,2,3-triazol-4-yl)(2-(oxetan-3-yl)isoindolin-4-yl)methyl)amino)-4-(neopentylamino)quinazoline-3-carbonitrile